6-((1H-pyrazolo[3,4-b]pyridin-5-yl)oxy)-2-((4,4-difluoro-4,5,6,7-tetrahydropyrazolo[1,5-a]pyridin-2-yl)amino)-1-methyl-1H-imidazo[4,5-b]pyridine-7-carbonitrile N1N=CC=2C1=NC=C(C2)OC=2C(=C1C(=NC2)N=C(N1C)NC1=NN2C(C(CCC2)(F)F)=C1)C#N